FC(C=1C=C(C=CC1)C1(C(CCCC1)=O)[N+](=O)[O-])(F)F 2-(3-(trifluoromethyl)phenyl)-2-nitrocyclohexanone